3,4-Dimethyl-1-phenyl-1H-pyrrole-2-carbaldehyde CC1=C(N(C=C1C)C1=CC=CC=C1)C=O